FC(C(=O)O)(F)F.FC1(CCNCC1)CN1CCC(CC1)N1CCC(CC1)C1=CC2=C(N(C(N2C)=O)C2C(NC(CC2)=O)=O)C=C1 3-(5-(1'-((4-fluoropiperidin-4-yl)methyl)-[1,4'-bipiperidin]-4-yl)-3-methyl-2-oxo-2,3-dihydro-1H-benzo[d]imidazol-1-yl)piperidine-2,6-dione trifluoroacetate